C1(CCCCC1)C=1NC2=CC(=CC(=C2C1C=O)Cl)Cl 2-CYCLOHEXYL-4,6-DICHLORO-1H-INDOLE-3-CARBOXALDEHYDE